5-((tert-Butoxycarbonyl)(3-fluoro-4-methoxybenzyl)amino)-2-morpholinobenzoic acid C(C)(C)(C)OC(=O)N(C=1C=CC(=C(C(=O)O)C1)N1CCOCC1)CC1=CC(=C(C=C1)OC)F